5-methyl-2-vinyl-6,7-dihydrothieno[3,2-c]pyridin-4-one CN1C(C2=C(CC1)SC(=C2)C=C)=O